ClC1=C(C=CC=C1)C(C(=O)NC1CC(C1)(F)F)O 2-(2-chlorophenyl)-N-(3,3-difluoro-cyclobutyl)-2-hydroxyacetamide